BrC[C@H](CO)C (2S)-3-bromo-2-methylpropan-1-ol